O[Sn](C)(C)C hydroxytrimethyl-tin